C[C@@](N)(C(C)C)C(=O)O α-methyl-D-valine